tert-butyl N-[1-[7-[8-ethyl-7-fluoro-3-(methoxymethoxy)-1-naphthyl]-8-fluoro-4-[(3R)-3-hydroxy-3-methyl-1-piperidyl]pyrido[4,3-d]pyrimidin-2-yl]azetidin-3-yl]carbamate C(C)C=1C(=CC=C2C=C(C=C(C12)C1=C(C=2N=C(N=C(C2C=N1)N1C[C@](CCC1)(C)O)N1CC(C1)NC(OC(C)(C)C)=O)F)OCOC)F